2-((1-cyclopropyl-6-methoxy-2-methyl-1,2,3,4-tetrahydroisoquinolin-7-yl)amino)-4-((2-(trifluoromethyl)phenyl)amino)pyrimidine-5-carboxamide C1(CC1)C1N(CCC2=CC(=C(C=C12)NC1=NC=C(C(=N1)NC1=C(C=CC=C1)C(F)(F)F)C(=O)N)OC)C